COC=1C=C2C(=NC=NC2=CC1OC)N1CCN(CCC1)CCNS(=O)(=O)NC(OC(C)(C)C)=O Tert-butyl (N-(2-(4-(6,7-dimethoxyquinazolin-4-yl)-1,4-diazepan-1-yl)ethyl)sulfamoyl)carbamate